ClC=1C=C(C=C(C1)C1=C(C=CC=C1)C1=NC(=NC(=N1)C1=CC=CC=C1)C1=CC=CC=C1)C1=NC(=NC(=N1)C1=CC=CC=C1)C1=CC=CC=C1 6,6'-(5'-chloro-[1,1'-biphenyl]-2,3'-diyl)bis(2,4-diphenyl-1,3,5-triazine)